[Bi].[Au] gold-bismuth